2-(2-(4-((tert-butyldimethylsilyl)oxy)butyl)-2,7-diazaspiro[3.5]nonan-7-yl)propane-1,3-diyl bis(2-heptylnonanoate) C(CCCCCC)C(C(=O)OCC(COC(C(CCCCCCC)CCCCCCC)=O)N1CCC2(CN(C2)CCCCO[Si](C)(C)C(C)(C)C)CC1)CCCCCCC